3,4-dihydroquinolin-2-one-N-oxide [NH+]1(C(CCC2=CC=CC=C12)=O)[O-]